BrC1=CN(N=C1)C(=O)O 4-bromopyrazole-2-carboxylic acid